C(CCCCCCCCCCCCCCCCCCCCCCC)(=O)OC[C@@H](OC(CCCCCCCCCCCCCCCCCCCCCCC)=O)COP(=O)(O)OCC[N+](C)(C)C 1,2-di(tetracosanoyl)-sn-glycero-3-phosphorylcholine